2-((1s,4s)-4-((2-chloro-5-((1-(2,2-difluoroethyl)-1H-pyrazol-4-yl)ethynyl)pyridin-4-yl)amino)cyclohexyl)propan-2-ol ClC1=NC=C(C(=C1)NC1CCC(CC1)C(C)(C)O)C#CC=1C=NN(C1)CC(F)F